CC1=CC=C(C(=O)NC2=CC=C(C=C2)[C@@H]2CNCCO2)C=C1 (R)-4-Methyl-N-(4-(morpholin-2-yl)-phenyl)-benzamid